FC(C(F)(F)F)OS(=O)(=O)C(C(OC(C(OC(=C(F)F)F)(F)F)(C(F)(F)F)F)(F)F)(F)F tetrafluoroethyl-perfluoro-3,6-dioxa-4-methyl-7-octenesulfonic acid